bromo-2-(4-fluorophenoxy)-5-nitropyridine BrC=1C(=NC=C(C1)[N+](=O)[O-])OC1=CC=C(C=C1)F